(R)-2-((R)-8-(benzyloxy)-4-methyl-4,5-dihydroisoxazolo[5,4-c]pyrazolo[1,5-a]pyridin-3-yl)-1,1,1-trifluoropropan-2-ol C(C1=CC=CC=C1)OC1=NN2C(C3=C([C@H](C2)C)C(=NO3)[C@@](C(F)(F)F)(C)O)=C1